C(C)(=O)C1(C2=NCN([C@H]3C[C@H](O)[C@@H](CO)O3)C2=NC=N1)N 6-acetyl-2'-deoxyadenosine